5'-chloro-2'-(5-methoxy-1H-1,3-benzodiazol-2-yl)-5-methyl-4-{[(1R)-1-phenylbutyl]carbamoyl}-[1,1'-biphenyl]-2-carboxylic acid ClC=1C=CC(=C(C1)C=1C(=CC(=C(C1)C)C(N[C@H](CCC)C1=CC=CC=C1)=O)C(=O)O)C1=NC2=C(N1)C=CC(=C2)OC